tert-Butyl (3-(2-chloropyrimidin-4-yl)phenyl)carbamate ClC1=NC=CC(=N1)C=1C=C(C=CC1)NC(OC(C)(C)C)=O